N-[2-(4-amino-3-methoxy-3-methylpyrrolidin-1-yl)-4-fluoro-5,6,7,8-tetrahydroquinolin-6-yl]-5-chloro-7-ethyl-7H-pyrrolo[2,3-c]pyridazine-3-carboxamide NC1C(CN(C1)C1=NC=2CCC(CC2C(=C1)F)NC(=O)C1=CC2=C(N=N1)N(C=C2Cl)CC)(C)OC